[Ce].[Cu].[Al] Aluminum-copper-cerium